(R)-(2-(benzofuran-3-yl)-1-(2-oxo-2-((tetrahydro-2H-pyran-4-yl)amino)acetamido)ethyl)boronic acid O1C=C(C2=C1C=CC=C2)C[C@H](NC(C(NC2CCOCC2)=O)=O)B(O)O